FC1CC(C1)(C1=NC=CC=C1F)CNC1=NC=C(C(=N1)O)C=1C=C(C(=O)O)C=CC1 3-[2-({[3-fluoro-1-(3-fluoro(2-pyridyl))cyclobutyl]methyl}amino)-4-hydroxypyrimidin-5-yl]benzoic acid